N[C@@H]1C[C@@H](CC1)NC=1C=2N(N=CC1/C(/N)=N/C1=C(C=CC=C1)Cl)C=C(C2)C=2C=NC(=CC2C)OC (Z)-4-(((1R,3S)-3-aminocyclopentyl)amino)-N'-(2-chlorophenyl)-6-(6-methoxy-4-methylpyridin-3-yl)pyrrolo[1,2-b]pyridazine-3-carboximidamide